(R)-methyl-(3-sulfamoyl-6,7-dihydro-5H-pyrazolo[5,1-b][1,3]oxazin-6-yl)carbamic acid tert-butyl ester C(C)(C)(C)OC(N([C@@H]1CN2C(OC1)=C(C=N2)S(N)(=O)=O)C)=O